2-(3,5-dimethoxyphenyl)-2-methyloctan-3-one COC=1C=C(C=C(C1)OC)C(C)(C(CCCCC)=O)C